6-chloro-N-methyl-5-(piperazin-1-yl)pyridineamide ClC1=C(C=CC(=N1)C(=O)NC)N1CCNCC1